N-(1,3-Oxazol-2-ylmethyl)-2'-(pyridin-2-ylmethyl)-8'-(trifluoromethyl)-2',5'-dihydrospiro[cyclobutan-1,4'-furo[2,3-g]indazol]-7'-carboxamide O1C(=NC=C1)CNC(=O)C1=C(C2=C(CC3(C4=CN(N=C24)CC2=NC=CC=C2)CCC3)O1)C(F)(F)F